1-(5-([1,2,4]Triazolo[1,5-a]pyridin-6-yl)-6-(5-chloro-2-fluorophenyl)-2,3-dihydro-1H-imidazo[1,2-a]imidazol-1-yl)ethan-1-one N=1C=NN2C1C=CC(=C2)C2=C(N=C1N2CCN1C(C)=O)C1=C(C=CC(=C1)Cl)F